NC1=CC=CC2=CC=CC(=C12)B(O)O 1-AMINONAPHTHALENE-8-BORONIC ACID